BrC=1C(=C(C(=CC1)F)S(=O)(=O)NC(C)(C)C)C 3-bromo-6-fluoro-2-methyl-N-(2-methylpropan-2-yl)benzenesulfonamide